CC1(OB(OC1(C)C)C1=CC=C(CN2C(C=CC=C2)=O)C=C1)C 1-(4-(4,4,5,5-tetramethyl-1,3,2-dioxaborolan-2-yl)benzyl)pyridin-2(1H)-one